5-(2'-amino-5-chloro-2,4'-difluoro-[1,1'-biphenyl]-4-carboxamido)-3-chloro-N-((1-cyanocyclopropyl)methyl)picolinamide NC1=C(C=CC(=C1)F)C1=C(C=C(C(=C1)Cl)C(=O)NC=1C=C(C(=NC1)C(=O)NCC1(CC1)C#N)Cl)F